FC1=C(C#N)C=CC=C1C1=NC=CC=C1F 2-fluoro-3-(3-fluoropyridin-2-yl)benzonitrile